3-(3-chloro-5-(thiophen-2-yl)phenoxy)-1-((4-methyl-5-oxo-4,5-dihydro-1H-1,2,4-triazol-3-yl)methyl)-4-(trifluoromethyl)pyridin-2(1H)-one ClC=1C=C(OC=2C(N(C=CC2C(F)(F)F)CC2=NNC(N2C)=O)=O)C=C(C1)C=1SC=CC1